ClC=1C=C(C=CC1F)C(C(=O)N1CCN(CC1)C1=NC=C(C=C1)C=1C=2N(C=C(N1)C=1C=NN(C1)C)N=CC2C#N)NC(OC(C)(C)C)=O tert-butyl (1-(3-chloro-4-fluorophenyl)-2-(4-(5-(3-cyano-6-(1-methyl-1H-pyrazol-4-yl)pyrazolo[1,5-a]pyrazin-4-yl)pyridin-2-yl)piperazin-1-yl)-2-oxoethyl)carbamate